ClC1=CC(=C(C=N1)C1=NC=CC(=C1)N[C@@H]1C[C@H](CC1)OC)F 6'-Chloro-4'-fluoro-N-((1S,3S)-3-methoxycyclopentyl)-[2,3'-bipyridin]-4-amine